CCCCCCCCC(CCCCCCCC)N1C2=CC=C(C=C2C=2C=C(C=CC12)B(O)O)B(O)O (9-(heptadecan-9-yl)-9H-carbazole-3,6-diyl)diboronic acid